1-amino-1-deoxy-D-sorbitol NC[C@H](O)[C@@H](O)[C@H](O)[C@H](O)CO